P(=O)(OCCCCCCCC)(OCCCCCCCCCCCCCCCC)[O-] octyl cetyl phosphate